3-n-butenyl-benzene C(=CCC)C=1C=CC=CC1